Cl.C(C)(=O)C=1C(=C(C=O)C=CC1)O acetyl-2-hydroxybenzaldehyde hydrochloride